N-(1-([1,1'-biphenyl]-3-yl)ethyl)-2-(dimethylamino)-5-isobutyrylaminobenzamide C1(=CC(=CC=C1)C(C)NC(C1=C(C=CC(=C1)NC(C(C)C)=O)N(C)C)=O)C1=CC=CC=C1